(allyloxy)-3-(2,5-dichloropyrimidin-4-yl)-1-(ethylsulfonyl)-1H-indole C(C=C)OC=1N(C2=CC=CC=C2C1C1=NC(=NC=C1Cl)Cl)S(=O)(=O)CC